secondary dodecyl mercaptan C(C)(CCCCCCCCCC)S